C(C)(C)(C)OC(=O)N1CCC2(CN(C2)C(CC(=O)OCC)=O)CC1 2-(3-ethoxy-3-oxopropanoyl)-2,7-diazaspiro[3.5]nonane-7-carboxylic acid tert-butyl ester